N-(1-(2-(5-(4-fluorobenzyl)-3-(pyridin-4-yl)-1H-pyrazol-1-yl)acetyl)piperidin-4-yl)methanesulfonamide FC1=CC=C(CC2=CC(=NN2CC(=O)N2CCC(CC2)NS(=O)(=O)C)C2=CC=NC=C2)C=C1